COC1=C(CC=2C=C(C=CC2)/C=C/C(=O)OCC)C=CC=C1 ethyl (E)-3-(3-(2-methoxybenzyl)phenyl)acrylate